(E)-3,7-dimethyl-2,7-octadienylpropionate C\C(=C/COC(CC)=O)\CCCC(=C)C